C(C)(C)(C)C1=NN(C(=C1)N)C1=CC=C(C=C1)I (tert-butyl)-1-(4-iodophenyl)-1H-pyrazol-5-amine